3,4,5,6-tetra(carbazol-9-yl)-1,2-Benzenedinitrile C1=CC=CC=2C3=CC=CC=C3N(C12)C1=C(C(=C(C(=C1N1C2=CC=CC=C2C=2C=CC=CC12)N1C2=CC=CC=C2C=2C=CC=CC12)N1C2=CC=CC=C2C=2C=CC=CC12)C#N)C#N